5-((1R,6S)-5-((3-ethyl-2-oxo-1,2-dihydropyrido[2,3-b]pyrazin-7-yl)methyl)-2,5-diazabicyclo[4.2.0]oct-2-yl)-N-methylpyridinecarboxamide C(C)C=1C(NC2=C(N1)N=CC(=C2)CN2CCN([C@@H]1CC[C@H]21)C=2C=CC(=NC2)C(=O)NC)=O